tert-butyl (R,Z)-3-((5-(N-hydroxycarbamimidoyl)-1H-pyrrolo[2,3-b]pyridin-4-yl)amino)piperidine-1-carboxylate ON\C(=N/[H])\C=1C(=C2C(=NC1)NC=C2)N[C@H]2CN(CCC2)C(=O)OC(C)(C)C